C1(=CC=CC2=CC=CC=C12)CC=1C(=C2N(C(C1)=O)C(CS2(=O)=O)C(=O)OC)C2=CC(=CC=C2)C(F)(F)F Methyl 7-(naphthalen-1-ylmethyl)-5-oxo-8-(3-(trifluoromethyl)phenyl)-2,3-dihydro-5H-thiazolo[3,2-a]pyridine-3-carboxylate 1,1-dioxide